C(C1=CC=CC=C1)=N N-(benzylidene)amine